2-methyl-2-(1-((2-(trimethylsilyl)ethoxy)methyl)-1H-pyrazol-4-yl)cyclopentane-1-one CC1(C(CCC1)=O)C=1C=NN(C1)COCC[Si](C)(C)C